CCCCCCCCC(CCCCCCCC)OC(CCCCCCCNCCO)=O 8-((2-hydroxyethyl)amino)octanoic acid heptadecan-9-yl ester